6-chloro-2-ethylsulfanyl-8-fluoro-5-(methoxymethyl)quinazolin-4-ol methyl-(1r,3s,5r)-3-(benzyloxycarbonylamino)-5-hydroxy-cyclohexanecarboxylate C[C@]1(C[C@@H](C[C@@H](C1)O)NC(=O)OCC1=CC=CC=C1)C(=O)OC1=NC(=NC2=C(C=C(C(=C12)COC)Cl)F)SCC